2-(2-methoxyphenyl)amino-5-((triethylsilyl)ethynyl)-pyrido[2,3-d]pyrimidine-7(8H)-one COC1=C(C=CC=C1)NC=1N=CC2=C(N1)NC(C=C2C#C[Si](CC)(CC)CC)=O